O1CC=CC2=C1CCCN2 (E)-5,6,7,8-tetrahydropyranopyridine